FC(C1=NN=C(O1)C1=CN=C(S1)CN1C2=C(CCC(C1=O)(C)C)C=CN=C2)F 1-({5-[5-(difluoromethyl)-1,3,4-oxadiazol-2-yl]-1,3-thiazol-2-yl}methyl)-3,3-dimethyl-1H,2H,3H,4H,5H-pyrido[3,4-b]azepin-2-one